(2S,7R)-2'-chloro-1-((1-(2-methoxyethyl)-1H-pyrazol-4-yl)methyl)-2-methyl-4',5'-dihydrospiro[piperidine-4,7'-thieno[2,3-c]pyran] ClC1=CC2=C(C3(OCC2)C[C@@H](N(CC3)CC=3C=NN(C3)CCOC)C)S1